[Cl-].[Cl-].C1(CCC1)=[Zr+2](C1C(=CC2=C(C(=CC=C12)C)C1=CC=CC=C1)C=1OC(=CC1)C)C1C(=CC2=C(C(=CC=C12)C)C1=CC=CC=C1)C=1OC(=CC1)C Cyclobutylidenebis[2-(5-methyl-2-furyl)-4-phenyl-5-methyl-1-indenyl]zirconium dichloride